triazolo[1,5-a]pyridine-2-carboxamide N1N(C=C2N1C=CC=C2)C(=O)N